2-(2,6-dicyclohexylpyridin-3-yl)-2-((R)-3-(4-(5,6,7,8-tetrahydro-1,8-naphthyridin-2-yl)butoxy)pyrrolidin-1-yl)acetic acid C1(CCCCC1)C1=NC(=CC=C1C(C(=O)O)N1C[C@@H](CC1)OCCCCC1=NC=2NCCCC2C=C1)C1CCCCC1